2-phenyl-3-(2-chlorophenyl)-2H-indazole C1(=CC=CC=C1)N1N=C2C=CC=CC2=C1C1=C(C=CC=C1)Cl